((3r,4s)-3-fluoropiperidin-4-yl)methanol F[C@H]1CNCC[C@H]1CO